(R)-7-(4-bromo-3-(trifluoromethyl)benzoyl)-2-(3,5-dimethyl-1H-pyrazol-1-yl)-6-methyl-3-(6-(piperazin-1-yl)pyridin-3-yl)-5,6,7,8-tetrahydropyrido[3,4-d]pyrimidin-4(3H)-one hydrochloride Cl.BrC1=C(C=C(C(=O)N2CC=3N=C(N(C(C3C[C@H]2C)=O)C=2C=NC(=CC2)N2CCNCC2)N2N=C(C=C2C)C)C=C1)C(F)(F)F